(S)-N1-(1-(6-Amino-3-chloropyridazin-4-yl)-2-methoxyethyl)-2,2-difluoropropane-1,1,3,3-d4-1,3-diamine NC1=CC(=C(N=N1)Cl)[C@@H](COC)NC(C(C(N)([2H])[2H])(F)F)([2H])[2H]